ClC1=NN2C(N=CC(=C2[C@H](C)OC)NC(OC(C)(C)C)=O)=N1 tert-butyl N-{2-chloro-7-[(1S)-1-methoxyethyl]-[1,2,4]triazolo[1,5-a]pyrimidin-6-yl}carbamate